tert-Butyl 4-((4-(((S)-1-((1S,2R,4R)-2-acetamido-4-(tert-butylamino) cyclohexyl)-2-oxopyrrolidin-3-yl)amino)-6-(trifluoromethyl)quinazolin-2-yl)oxy)piperidine-1-carboxylate C(C)(=O)N[C@H]1[C@H](CC[C@H](C1)NC(C)(C)C)N1C([C@H](CC1)NC1=NC(=NC2=CC=C(C=C12)C(F)(F)F)OC1CCN(CC1)C(=O)OC(C)(C)C)=O